[(1R,2S,4R)-4-({5-[(4,5-dibenzyl-2-thienyl)carbonyl]pyrimidin-4-yl}amino)-2-hydroxy cyclopentyl]methyl sulfamate S(N)(OC[C@@H]1[C@H](C[C@@H](C1)NC1=NC=NC=C1C(=O)C=1SC(=C(C1)CC1=CC=CC=C1)CC1=CC=CC=C1)O)(=O)=O